BrC1=C(C=CC(=C1)C)C#CC1=C(N(C)C)C=CC=C1 2-((2-bromo-4-methylphenyl)ethynyl)-N,N-dimethylaniline